C(C)OC(CN1C(C(=NC=C1Cl)NCC(C1=CC=CC=C1)(F)F)=O)=O.[Cl-].C(C1=CC=CC=C1)[N+](CCO)(CCO)CCCCCCCCCCCC Benzyldodecyl-bis-(2-hydroxyethyl)-ammonium chlorid Ethyl-2-(6-chloro-3-((2,2-difluoro-2-phenylethyl)amino)-2-oxopyrazin-1(2H)-yl)acetate